CC(C)CCC[C@@H](C)[C@H]1CC[C@H]2[C@@H]3CCC4CC(CC[C@]4(C)[C@H]3CC[C@]12C)O cholestan-3-ol